OC1=CC=C(C=C1)C1(CC(=CC=C1)C1=CC=C(C=C1)C)\C=C\C(=O)C1=CC=CC=C1 1-(4-hydroxyphenyl)-3-(p-tolyl)chalcone